O1C=NC=C1C=1C=C(C=CC1)NC=1C2=C(N=CN1)C=NC(=C2)OC2CCN(CC2)C(C=C)=O 1-(4-((4-((3-(oxazol-5-yl)-phenyl)amino)pyrido[3,4-d]pyrimidin-6-yl)oxy)-piperidin-1-yl)prop-2-en-1-one